2-(4-methyl-2-nitrophenyl)pyridine potassium [K].CC1=CC(=C(C=C1)C1=NC=CC=C1)[N+](=O)[O-]